7-bromo-8-fluoro-6-iodoquinoline-2,4-diol BrC1=C(C=C2C(=CC(=NC2=C1F)O)O)I